(3aR,4S,6R,6aS)-6-(5-Bromo-4-chloro-7H-pyrrolo[2,3-d]pyrimidin-7-yl)-2,2-dimethyltetrahydro-4H-cyclopenta[d][1,3]dioxole-4-carbaldehyde BrC1=CN(C=2N=CN=C(C21)Cl)[C@@H]2C[C@@H]([C@@H]1[C@H]2OC(O1)(C)C)C=O